FC1=C(C=CC=C1F)NC(=O)C=1C(=CC=2N(C1)C=C(N2)C21COC(CC2)(C1)C)OC(C)C N-(2,3-difluorophenyl)-7-isopropoxy-2-(1-methyl-2-oxabicyclo[2.2.1]heptan-4-yl)imidazo[1,2-a]pyridine-6-carboxamide